N1CCC(CC1)[C@H](C)NC1=C2C=NNC2=CC(=C1)C1=NNC(O1)=O 5-(4-{[(1S)-1-(piperidin-4-yl)ethyl]amino}-1H-indazol-6-yl)-1,3,4-oxadiazol-2(3H)-one